(1S,3S)-3-((4-Methyl-2-(1-methyl-5-(((((S)-2-methylbutoxy)carbonyl)amino)methyl)-1H-pyrazol-4-yl)pyrimidin-5-yl)oxy)cyclohexan CC1=NC(=NC=C1OC1CCCCC1)C=1C=NN(C1CNC(=O)OC[C@H](CC)C)C